NC=1C=C(C=C2C=C(N=CC12)NC(=O)[C@@H]1[C@H]([C@@H]1C)CC#N)C=1C=NC=CC1C |r| (±)-(1S*,2S*,3S*)-N-(8-Amino-6-(4-methylpyridin-3-yl)isoquinolin-3-yl)-2-(cyanomethyl)-3-methylcyclopropanecarboxamide